(S)-1-((S)-8-(4'-((butylamino)methyl)biphenyl-3-ylsulfonyl)-1-oxa-8-azaspiro[4.5]decan-3-ylamino)-3-(3-(1-(hydroxymethyl)cyclopropylsulfonyl)phenoxy)propan-2-ol C(CCC)NCC1=CC=C(C=C1)C1=CC(=CC=C1)S(=O)(=O)N1CCC2(C[C@@H](CO2)NC[C@@H](COC2=CC(=CC=C2)S(=O)(=O)C2(CC2)CO)O)CC1